ClC1=CC=2C(C=N1)=NN(C2)C2CCN(CC2)C(=O)OC(C)(C)C tert-butyl 4-(5-chloropyrazolo[3,4-c]pyridin-2-yl)piperidine-1-carboxylate